3-(5-(((1R,2S)-2-(3-(2,2-difluoroethoxy)azetidin-1-yl)cyclohexyl)oxy)-1-oxoisoindolin-2-yl)piperidine-2,6-dione FC(COC1CN(C1)[C@@H]1[C@@H](CCCC1)OC=1C=C2CN(C(C2=CC1)=O)C1C(NC(CC1)=O)=O)F